C(C)(C)(C)OC(=O)N[C@H](C(=O)O[C@@H]1[C@H](O[C@@]([C@@H]1O)(C#N)C1=CC=C2C(=NC=NN21)N)COC(CC2CCCCC2)=O)C(C)C (2R,3S,4R,5R)-5-(4-aminopyrrolo[2,1-f][1,2,4]triazin-7-yl)-5-cyano-2-((2-cyclohexylacetoxy)methyl)-4-hydroxytetrahydrofuran-3-yl (S)-2-((tert-butoxycarbonyl)amino)-3-methylbutanoate